(9Z,12Z)-1-(3-(2-(Dimethylamino)ethyl)-5-methoxy-1H-indol-1-yl)octadeca-9,12-dien-1-one CN(CCC1=CN(C2=CC=C(C=C12)OC)C(CCCCCCC\C=C/C\C=C/CCCCC)=O)C